CNS(=O)(=O)C1=CN=CN1 N-methyl-1H-imidazole-5-sulfonamide